tert-butyl 4-cyanoazepan-1-carboxylate C(#N)C1CCN(CCC1)C(=O)OC(C)(C)C